4-Isopropyl-2-methyl-9-phenethyl-1-oxa-4,9-diazaspiro[5.5]undecane C(C)(C)N1CC(OC2(C1)CCN(CC2)CCC2=CC=CC=C2)C